ethyl 4,4-diethoxycyclohexanecarboxylate C(C)OC1(CCC(CC1)C(=O)OCC)OCC